ethyl 3-(diallylamino)-1H-pyrrole-2-carboxylate C(C=C)N(C1=C(NC=C1)C(=O)OCC)CC=C